(1H-indol-7-yl)((1S,4S,6R)-6-((5-(trifluoromethyl)pyridin-2-yl)amino)-2-azabicyclo[2.2.1]hept-2-yl)methanone N1C=CC2=CC=CC(=C12)C(=O)N1[C@@H]2[C@@H](C[C@H](C1)C2)NC2=NC=C(C=C2)C(F)(F)F